stigmast-5-ene CC[C@H](CC[C@@H](C)[C@H]1CC[C@H]2[C@@H]3CC=C4CCCC[C@]4(C)[C@H]3CC[C@]12C)C(C)C